C(N)(OC(C1=CC=CC=C1)C1COC2=C1C=C(C=C2)CBr)=O (5-(bromomethyl)-2,3-dihydrobenzofuran-3-yl)benzyl carbamate